F[C@H]1C[C@H](N2N=C(N=C21)[C@H]2[C@@H](C2)C)C2=CC=CC=C2 (5S,7S)-7-fluoro-5-phenyl-2-[(1R,2R)-2-methylcyclopropyl]-6,7-dihydro-5H-pyrrolo[1,2-b][1,2,4]triazole